COC1=C(C(=CC(=C1)C)C1=CC=CC=C1)C=O methoxy-5-methyl-[1,1'-biphenyl]-2-carbaldehyde